C1(CC1)C1=C(C=C(S1)C(=O)O)C1=NC=CC=C1 5-cyclopropyl-4-(pyridin-2-yl)thiophene-2-carboxylic acid